N-(6-((2,4-Difluorophenyl)amino)-1H-pyrazolo[3,4-b]pyridin-3-yl)-4-(1-methylpiperidin-4-yl)benzamid FC1=C(C=CC(=C1)F)NC1=CC=C2C(=N1)NN=C2NC(C2=CC=C(C=C2)C2CCN(CC2)C)=O